2-Chloro-5-ethenyl-4-methoxybenzoic acid ClC1=C(C(=O)O)C=C(C(=C1)OC)C=C